4-Fluoro-N-methyl-6-(2-methylimidazo[1,2-b]pyridazin-6-yl)-N-[(2S,4R)-2-methylpiperidin-4-yl]-1,3-benzothiazol-2-amin FC1=CC(=CC2=C1N=C(S2)N([C@H]2C[C@@H](NCC2)C)C)C=2C=CC=1N(N2)C=C(N1)C